5-(3-chloro-5-fluorophenyl)-7-{1-[1-(2-fluorophenyl)-1H-1,2,3-triazol-4-yl]ethyl}-7H-pyrrolo[2,3-d]pyrimidin-4-amine ClC=1C=C(C=C(C1)F)C1=CN(C=2N=CN=C(C21)N)C(C)C=2N=NN(C2)C2=C(C=CC=C2)F